O=C1NC(CCC1N1C(OC2=C1C=CC=C2CCCOCCCN(C(OC(C)(C)C)=O)C)=O)=O Tert-butyl N-[3-[3-[3-(2,6-dioxo-3-piperidyl)-2-oxo-1,3-benzoxazol-7-yl]propoxy]propyl]-N-methyl-carbamate